C(C1=CC=CC=C1)OCC(CC1(CCC2(OCCO2)CC1)O)(C)C 8-[3-(benzyloxy)-2,2-dimethylpropyl]-1,4-dioxaspiro[4.5]decan-8-ol